C(C=C)(=O)NC=1C=C(C=CC1)C=1C=C(C=C2C=NC=NC12)C1=CC(=C(C(=O)NC2=NC=CC=C2)C=C1)F 4-(8-(3-acrylamidophenyl)quinazolin-6-yl)-2-fluoro-N-(pyridin-2-yl)benzamide